4-((2-((3-(Aminomethyl)phenoxy)methyl)-4-(4-fluorophenyl)pyrrolidin-1-yl)sulfonyl)thiomorpholine 1,1-dioxide NCC=1C=C(OCC2N(CC(C2)C2=CC=C(C=C2)F)S(=O)(=O)N2CCS(CC2)(=O)=O)C=CC1